5-methyl-1-(tetrahydro-2H-pyran-2-yl)-1H-benzo[f]indazol-4-ol CC1=CC=CC=2C1=C(C=1C=NN(C1C2)C2OCCCC2)O